FC(C1=CC=C(OCC=2C=C3C=CNC3=CC2)C=C1)(F)F 5-((4-(trifluoromethyl)phenoxy)methyl)-1H-indol